BrC1=CC(=C(C=C1Cl)NC(=O)C1[C@@H]2CC=3C(=NNC(C3)=O)[C@@H]1CC2)F (6S,9R)-N-(4-bromo-5-chloro-2-fluorophenyl)-3-oxo-3,5,6,7,8,9-hexahydro-2H-6,9-methano-cyclohepta[c]pyridazine-10-carboxamide